C(CCCCCCC)C(CO)CCCCCCCCCC β-octyldodecanol